N-ethyl-1-(2-fluoro-4-(trifluoromethyl)phenyl)ethan-1-amine C(C)NC(C)C1=C(C=C(C=C1)C(F)(F)F)F